C(#N)C=1C=C(C=CC1OC(C)C)C1=CN(C2=NC=CC(=C21)OC2=C(C=C(C=C2F)NC(=O)N[C@H](C)C2COC2)F)COCC[Si](C)(C)C |r| (+/-)-N-{4-[(3-{3-cyano-4-[(propan-2-yl)oxy]phenyl}-1-{[2-(trimethylsilyl)ethoxy]methyl}-1H-pyrrolo[2,3-b]pyridin-4-yl)oxy]-3,5-difluorophenyl}-N'-[1-(oxetan-3-yl)ethyl]urea